N1=NC(=CC=C1)C1(CC1)C#N pyridazin-3-ylcyclopropanecarbonitrile